C(#N)CCCSS(=O)(=O)[O-] cyanoethyl-MethylThio-Sulfonate